C(C)NCCNC1=C(COC=2C(=C(C=C(C2)F)S(=O)(=O)NC2=NOC=N2)F)C=CC(=C1)OC(F)(F)F (2-((2-(ethylamino)ethyl)amino)-4-(trifluoromethoxy)benzyloxy)-2,5-difluoro-N-(1,2,4-oxadiazol-3-yl)-benzenesulfonamide